diazonoindole [N+](O)(O)([O-])C1=C(NC2=CC=CC=C12)[N+](O)(O)[O-]